[Mn](=O)([O-])[O-].[Ni+2].[La+3] lanthanum nickel manganite